BrC1CC(CCC1)Br 1,3-dibromocyclohexane